FC=1C=C(C=CC1F)N(C(=S)N1C[C@@]2(NC3=NC(=C(C=C3CC2)C2=NC=CC=N2)C)CC1)C (S)-N-(3,4-difluorophenyl)-N,7'-dimethyl-6'-(pyrimidin-2-yl)-3',4'-dihydro-1'H-spiro[pyrrolidine-3,2'-[1,8]naphthyridine]-1-thiocarboxamide